FC(C1=NC=NO1)(F)F 5-(trifluoro-methyl)-1,2,4-oxadiazole